C(C1=CC=CC=C1)C1CC(=NO1)C(C)(C)NC(=O)C1=NC=CC2=CC=CC=C12 5-benzyl-3-[1-(isoquinoline-1-carbonylamino)-1-methyl-ethyl]-4H-1,2-oxazole